1,2-bis(methoxysilyl)ethane CO[SiH2]CC[SiH2]OC